ClC1=NC=C(C(=N1)OC)C 2-chloro-4-methoxy-5-methyl-pyrimidine